S-butyl-N-hexadecyl-D-methionine C(CCC)[S+](CC[C@@H](NCCCCCCCCCCCCCCCC)C(=O)O)C